ClC1=C(C(=C(C=C1)B(O)O)F)OC (4-chloro-2-fluoro-3-methoxyphenyl)boronic acid